2-(o-tolyl)-2-(4-(trifluoromethyl)pyridin-2-yl)acetamide C1(=C(C=CC=C1)C(C(=O)N)C1=NC=CC(=C1)C(F)(F)F)C